(Z)-2-(7-fluoro-2-oxoindoline-3-ylidene)-N-(4-fluorophenyl)hydrazinecarbothioamide FC=1C=CC=C2/C(/C(NC12)=O)=N/NC(NC1=CC=C(C=C1)F)=S